2-(thiazol-2-ylthio)-1-(2-(5-(trifluoromethyl)-1,2,4-oxadiazol-3-yl)-6,7-dihydrothieno[3,2-c]pyridin-5(4H)-yl)ethan-1-one S1C(=NC=C1)SCC(=O)N1CC2=C(CC1)SC(=C2)C2=NOC(=N2)C(F)(F)F